COC1=CC(=C2C=CN=CC2=C1)C1(CC1)C=1C(=C(C(=O)N)C=C(C1)OCC1N(CC1)C)C (1-(7-Methoxyisoquinolin-5-yl)cyclopropyl)-2-methyl-5-((1-methylazetidin-2-yl)methoxy)benzamide